(Phenylcarbazolyl)[(biphenylyl)carbazolyl]benzene C1(=CC=CC=C1)C1=C(C=2NC3=CC=CC=C3C2C=C1)C1=C(C=CC=C1)C1=C(C=CC=2C3=CC=CC=C3NC12)C1=C(C=CC=C1)C1=CC=CC=C1